C(C)(=O)N[C@H]1CC(C[C@H]1N)C(=O)N[C@@H](C12CCC(CC1)(C2)F)C2=C(C(=CC=C2F)Cl)Cl (3S,4R)-3-acetamido-4-amino-N-((S)-(2,3-dichloro-6-fluorophenyl)(4-fluorobicyclo[2.2.1]heptan-1-yl)methyl)cyclopentane-1-carboxamide